1-[2-cyano-4-(trifluoromethyl)phenyl]-4-[6-(1-methyl-1H-indazol-7-yl)pyridin-3-yl]-N-[(3R)-1-methylpyrrolidin-3-yl]piperidine-4-carboxamide C(#N)C1=C(C=CC(=C1)C(F)(F)F)N1CCC(CC1)(C(=O)N[C@H]1CN(CC1)C)C=1C=NC(=CC1)C=1C=CC=C2C=NN(C12)C